C(#N)C=1C=C(C=NC1)S(=O)(=O)NC(C(F)(F)F)C1=C(C=CC=C1)F 5-cyano-N-(2,2,2-trifluoro-1-(2-fluorophenyl)ethyl)pyridine-3-sulfonamide